C(C1=CC=CC=C1)OC1=CC=C(C=C1)C1=CC=C2CC3(C(NC2=C1)=O)CN(CC3)C#N 7'-(4-(Benzyloxy)phenyl)-2'-oxo-1',4'-dihydro-2'H-spiro[pyrrolidine-3,3'-quinoline]-1-carbonitrile